4-(2-cyclopropylethynyl)-5-methoxy-2-(trifluoromethyl)quinazoline 5-methoxy-7-methylindole-1-carboxylate COC=1C=C2C=CN(C2=C(C1)C)C(=O)O.C1(CC1)C#CC1=NC(=NC2=CC=CC(=C12)OC)C(F)(F)F